ClC1=C(C(=O)NC2=C3C=NN(C3=CC=C2)C(C)C)C=C(C=C1)CNC(=O)C1CCCC1 2-Chloro-5-{[(cyclopentylcarbonyl)amino]methyl}-N-[1-(propan-2-yl)-1H-indazol-4-yl]benzamide